C(#N)C1=C2C(N(C(NC2=CC=C1)=O)CC(=O)N[C@H](C)C1=NC=C(C=C1F)C#N)=O (R)-2-(5-cyano-2,4-dioxo-1,4-dihydroquinazolin-3(2H)-yl)-N-(1-(5-cyano-3-fluoropyridin-2-yl)ethyl)acetamide